methylol-hydroxystearic acid amide C(O)C(C(=O)N)(CCCCCCCCCCCCCCCC)O